Methyl-(4'-((tert-butoxycarbonyl)amino)-[1,1'-biphenyl]-3-carbonyl)-L-serine CN([C@@H](CO)C(=O)O)C(=O)C=1C=C(C=CC1)C1=CC=C(C=C1)NC(=O)OC(C)(C)C